(3-benzyl-3-azabicyclo[3.1.0]hexan-1-yl)methanol C(C1=CC=CC=C1)N1CC2(CC2C1)CO